methyl 4-chloro-1-(2-chloro-3-fluorophenyl)-2-oxo-7-(trifluoromethyl)-1,2-dihydro-1,8-naphthyridine-3-carboxylate ClC1=C(C(N(C2=NC(=CC=C12)C(F)(F)F)C1=C(C(=CC=C1)F)Cl)=O)C(=O)OC